CC1=CC=C(C=C1)S(=O)[O-].CC1=CC=C(C=C1)S(=O)[O-].[Zn+2] zinc bis(p-toluenesulphinate)